(1R,8R,9R,10S,11S,12R,Z)-3-(((tert-butyldimethylsilyl) oxy) methyl)-8-(((R)-tert-butylsulfinyl) amino)-13-oxa-2-thiabicyclo[7.3.1]tridec-5-ene-10,11,12-trisbenzoate [Si](C)(C)(C(C)(C)C)OCC1S[C@@H]2[C@H]([C@H]([C@H]([C@H]([C@@H](C\C=C/C1)N[S@](=O)C(C)(C)C)O2)C2=CC=CC=C2C(=O)[O-])C2=CC=CC=C2C(=O)[O-])C2=CC=CC=C2C(=O)[O-]